(5-fluoro-4-(((3R,6S)-6-(hydroxymethyl)tetrahydro-2H-pyran-3-yl)amino)-1H-pyrrolo[2,3-b]pyridin-3-yl)(2-methyl-4-phenoxyphenyl)methanone FC=1C(=C2C(=NC1)NC=C2C(=O)C2=C(C=C(C=C2)OC2=CC=CC=C2)C)N[C@H]2CO[C@@H](CC2)CO